(R)-(6-butyl-2,4-dihydroxy-5-(indolin-1-yl)pyridin-3-yl)(3-phenylpyrrolidin-1-yl)methanone C(CCC)C1=C(C(=C(C(=N1)O)C(=O)N1C[C@H](CC1)C1=CC=CC=C1)O)N1CCC2=CC=CC=C12